FC(C1=CC=C(C=C1)C1=CN=CN1)(F)F 5-(4-(trifluoromethyl)phenyl)-1H-imidazol